FC=CP(OCCCC)(OCCCC)=O di-n-butyl (2-fluorovinyl)phosphonate